O1COC2=NC(=CC=C21)C=2C(=CC(=NC2)NC(C)=O)NC2=NC(=CC(=C2)OCCOC)S(=O)(=O)C N-(5-([1,3]dioxolo[4,5-b]pyridin-5-yl)-4-((4-(2-methoxyethoxy)-6-(methylsulfonyl)pyridin-2-yl)amino)pyridin-2-yl)acetamide